C(CC)(=O)O[C@@]1(CC[C@H]2[C@@H]3CCC4=CC(CC[C@@]4([C@H]3[C@H](C[C@]12C)O)C)=O)C(CO)=O (8S,9S,10R,11S,13S,14S,17R)-17-glycoloyl-11-hydroxy-10,13-dimethyl-3-oxo-2,3,6,7,8,9,10,11,12,13,14,15,16,17-tetradecahydro-1H-cyclopenta[a]phenanthren-17-yl propionate